1-(3-(4-Methoxyphenyl)-1,2,4-oxadiazol-5-yl)-N-((1-((4-Methylfuran-2-yl)methyl)pyrrolidin-3-yl)methyl)piperidin-4-carboxamid COC1=CC=C(C=C1)C1=NOC(=N1)N1CCC(CC1)C(=O)NCC1CN(CC1)CC=1OC=C(C1)C